Methyl 2-(2-(2-isopropylphenyl)-4-((4-(1-methyl-4-(trifluoromethyl)-1H-imidazol-2-yl)benzyl)amino)pyrimidin-5-yl)acetate C(C)(C)C1=C(C=CC=C1)C1=NC=C(C(=N1)NCC1=CC=C(C=C1)C=1N(C=C(N1)C(F)(F)F)C)CC(=O)OC